C(C)N(CCNC(C=C)=O)CC N-[2-(Diethylamino)ethyl]-acrylamide